8-fluoro-7-(8-fluoronaphthalen-1-yl)-N-methyl-2-((tetrahydro-1H-pyrrolizin-7a(5H)-yl)methoxy)pyrido[4,3-d]pyrimidin-4-amine FC1=C(N=CC2=C1N=C(N=C2NC)OCC21CCCN1CCC2)C2=CC=CC1=CC=CC(=C21)F